Fluorovinyl Ether FC=COC=CF